3-(3-oxo-6-(1-(prop-2-yn-1-yl)piperidin-4-yl)-1,3-dihydro-2H-indazol-2-yl)piperidine-2,6-dione O=C1N(NC2=CC(=CC=C12)C1CCN(CC1)CC#C)C1C(NC(CC1)=O)=O